tert-butyl 2-[[4-[2-[(5-cyano-3-fluoro-2-thienyl)methoxy] pyrimidin-4-yl]-2,5-difluoro-phenyl]methyl]-3-[(3S)-4,4-dimethyltetrahydrofuran-3-yl]benzimidazole-5-carboxylate C(#N)C1=CC(=C(S1)COC1=NC=CC(=N1)C1=CC(=C(C=C1F)CC=1N(C2=C(N1)C=CC(=C2)C(=O)OC(C)(C)C)[C@@H]2COCC2(C)C)F)F